2,3-bis(benzyloxycarbonyl)-5-norbornene C(C1=CC=CC=C1)OC(=O)C1C2C=CC(C1C(=O)OCC1=CC=CC=C1)C2